BrC1=C(CN2C=CC3=CC=CC=C23)C=CC=C1 1-(2-bromobenzyl)-1H-indol